1,4-di-t-butylperoxy-dicumyl peroxide C(C)(C)(C)C1(C2(COOCC(C)(C3=CC=CC=C3)OO2)C)CC=C(C=C1)C(C)(C)C